N-(2-ethoxyphenyl)-N-hydroxyoctanediamide C(C)OC1=C(C=CC=C1)N(C(CCCCCCC(=O)N)=O)O